NC1=C(C=C(N=N1)C1=C(C=CC=C1)O)N1CC2CCC(C1)N2C2=CC(=NC=C2)C#CCN2CC(C2)(C)CO 2-[6-amino-5-[8-[2-[3-[3-(hydroxymethyl)-3-methyl-azetidin-1-yl]prop-1-ynyl]-4-pyridinyl]-3,8-diazabicyclo[3.2.1]oct-3-yl]pyridazin-3-yl]phenol